R-(-)-2,5-dimethoxy-4-iodoamphetamine hydrochloride Cl.COC1=C(C[C@H](N)C)C=C(C(=C1)I)OC